1-(4-(2-(4-bromophenyl)propan-2-yl)thiazol-2-yl)-3-(4-((4-methylpiperazin-1-yl)methyl)benzyl)urea BrC1=CC=C(C=C1)C(C)(C)C=1N=C(SC1)NC(=O)NCC1=CC=C(C=C1)CN1CCN(CC1)C